5-((7-methoxy-4-oxo-3,4-dihydrophthalazin-1-yl)methyl)-2-(methylsulfonyl)benzoic acid COC1=CC=C2C(NN=C(C2=C1)CC=1C=CC(=C(C(=O)O)C1)S(=O)(=O)C)=O